3-(2-chloro-4-fluorophenoxy)-N-(3-(S-methylsulfonimidoyl)phenyl)-6-bromo-pyridazine-4-carboxamide ClC1=C(OC=2N=NC(=CC2C(=O)NC2=CC(=CC=C2)S(=O)(=N)C)Br)C=CC(=C1)F